C(=O)(O)C=1C=CC2=C(NN=N2)C1 6-carboxy-1,2,3-benzotriazole